(diethoxyphosphoryl)methyl methacrylate C(C(=C)C)(=O)OCP(=O)(OCC)OCC